monoethyldipropylamine C(C)N(CCC)CCC